ClC=1C=C(C=CC1B1OC(C(O1)(C)C)(C)C)NC(OC(C)(C)C)=O tert-butyl (3-chloro-4-(4,4,5,5-tetramethyl-1,3,2-dioxaborolan-2-yl)phenyl)carbamate